N-((4'-(Dimethylamino)-[1,1'-biphenyl]-4-yl)methyl)-N-(3-(5-methoxythiazol-2-yl)phenyl)cyclohexanecarboxamide CN(C1=CC=C(C=C1)C1=CC=C(C=C1)CN(C(=O)C1CCCCC1)C1=CC(=CC=C1)C=1SC(=CN1)OC)C